7-bromo-3-((2-carboxyethyl)amino)benzo[e][1,2,4]Triazine-1,4-dioxide BrC1=CC2=C([N+](=C(N=[N+]2[O-])NCCC(=O)O)[O-])C=C1